3-bromo-8-fluoroindolo[2,1-b]quinazoline-6,12-dione BrC1=CC=C2C(N3C(=NC2=C1)C(C1=CC(=CC=C13)F)=O)=O